4-(2-(4-(pyrrolidin-1-yl)piperidin-1-yl)ethoxy)benzamide N1(CCCC1)C1CCN(CC1)CCOC1=CC=C(C(=O)N)C=C1